N-[(2E)-3-[imino(oxo)[4-(2-oxopiperidin-1-yl)phenyl]-λ6-sulfanyl]prop-2-en-1-yl]-2-oxo-1,2,5,6,7,8-hexahydroquinoline-3-carboxamide N=S(/C=C/CNC(=O)C=1C(NC=2CCCCC2C1)=O)(C1=CC=C(C=C1)N1C(CCCC1)=O)=O